C[C@@]12[C@H](CC[C@@]3([C@@H]1[C@@H]([C@]45[C@H]3CC[C@](C4)(C(=C)[C@H]5O)O)C(=O)O)OC2=O)O The molecule is a C19-gibberellin, initially identified in Helianthus annuus. It differs from gibberellin A1 in the presence of a beta-OH at C-9 (gibbane numbering). It has a role as a plant metabolite. It is a C19-gibberellin, a gibberellin monocarboxylic acid and a lactone.